(7-amino-2,2,3,3-tetradeuterio-5H-thieno[2,3-e][1,4]dioxepin-6-yl)-(2,6-difluorophenyl)-methanone NC1=C(C2=C(OC(C(OC2)([2H])[2H])([2H])[2H])S1)C(=O)C1=C(C=CC=C1F)F